C(CC)[Si](OC)(OC)C propyl-(methyl)-dimethoxysilane